CN1N=C2C(C3(N(C=4C(=NC=CC24)NC(=O)C2CC2)C)CCC3)=N1 N-(2',5'-dimethyl-2',5'-dihydrospiro[cyclobutane-1,4'-[1,2,3]triazolo[4,5-c][1,7]naphthyridin]-6'-yl)cyclopropanecarboxamide